N2-(2-methoxy-4-(methylsulfonyl)phenyl)-N4-(2-methoxyethyl)-7H-pyrrolo[2,3-d]pyrimidine-2,4-diamine COC1=C(C=CC(=C1)S(=O)(=O)C)NC=1N=C(C2=C(N1)NC=C2)NCCOC